docosanyl chloride C(CCCCCCCCCCCCCCCCCCCCC)Cl